COC1=CC2=C(C=N1)C=1C(=NC=CC1)N2 7-methoxy-9H-pyrrolo[2,3-b:4,5-c']dipyridin